ICCCC=C 5-iodo-1-pentene